(S)-5-(1H-imidazol-1-yl)-2-(3-(methyl(4-azaspiro[2.5]octan-7-yl)amino)-1,2,4-triazin-6-yl)phenol N1(C=NC=C1)C=1C=CC(=C(C1)O)C1=CN=C(N=N1)N([C@H]1CCNC2(CC2)C1)C